C(C)C1=CC=C(C=C1)C(C(=O)O)C 4-ethylphenylpropanoic acid